tert-Butyl 4-[[2-[3-(2,3-dihydrobenzofuran-6-ylcarbamoyl)phenyl]-5-(trifluoromethyl) pyrazol-3-yl]oxymethyl]benzoate O1CCC2=C1C=C(C=C2)NC(=O)C=2C=C(C=CC2)N2N=C(C=C2OCC2=CC=C(C(=O)OC(C)(C)C)C=C2)C(F)(F)F